NC1=C(C=CC=C1)C1=C2NC(=C1)C=C1C=CC(=N1)C=C1C=CC(N1)=CC=1C=CC(N1)=C2 (o-aminophenyl)porphyrin